sodium phosphate citrate C(CC(O)(C(=O)O)CC(=O)O)(=O)[O-].P(=O)(O)(O)O.[Na+]